(R)-N-(8,9-difluoro-6-oxo-1,2,3,4,5,6-hexahydrobenzo[c][1,7]naphthyridin-1-yl)-5-chloro-N-methylisoindoline-2-carboxamide FC=1C(=CC2=C(C(NC=3CNC[C@@H](C23)N(C(=O)N2CC3=CC=C(C=C3C2)Cl)C)=O)C1)F